N-((1,2,3,5,6,7-hexahydro-s-indacen-4-yl)carbamoyl)-4-(hydroxyimino)-5,5-dimethyl-4,5,6,7-tetrahydrobenzofuran-2-sulfonamide C1CCC2=C(C=3CCCC3C=C12)NC(=O)NS(=O)(=O)C=1OC2=C(C1)C(C(CC2)(C)C)=NO